O=CC(=O)O (oxo)acetic Acid